C(C1=CC=CC=C1)OC(=O)N[C@@H](CCC(=O)OC(C)(C)C)C(NC1=CC(=CC=C1)C(F)(F)F)=O tert-Butyl (S)-4-(((benzyloxy)carbonyl)amino)-5-oxo-5-((3-(trifluoromethyl)phenyl)amino)pentanoate